methyl 3-[3-(6-cyano-5-(methylthio)pyridin-3-yl)-5,5-dimethyl-4-oxo-2-thioxo-imidazolidin-1-yl]propanoate C(#N)C1=C(C=C(C=N1)N1C(N(C(C1=O)(C)C)CCC(=O)OC)=S)SC